C1CCC2=C(C=3CCCC3C=C12)NC(=O)NS(=O)(=O)\C=C\C1CCN(CC1)C (E)-N-((1,2,3,5,6,7-hexahydro-s-indacen-4-yl)carbamoyl)-2-(1-methylpiperidin-4-yl)vinylsulfonamide